C1(=CC=CC=C1)[IH+].C1(C=CC=C2C3=CC=CC=C3C=C12)=O fluorenone phenyliodonium salt